4-mono(4'-hydroxyphenyl)pentanoic acid OC1=CC=C(C=C1)C(CCC(=O)O)C